C(C=C)C1=C(C=CC=C1)C(=O)C1=CC=CC=C1 allyl(phenyl-carbonyl)benzene